(S)-1-((8-((3-bromo-2-methylphenyl)amino)-1,7-naphthyridin-3-yl)methyl)pyrrolidin-3-ol BrC=1C(=C(C=CC1)NC=1N=CC=C2C=C(C=NC12)CN1C[C@H](CC1)O)C